10-fluoro-5-carbonyl-1,2,4a,5,6,7-hexahydro-8-oxa-3,5a,9,13c-tetraazanaphtho[3,2,1-de]anthracene-3(4H)-carboxylate FC1=CC=CC2=C3C=4N(CCOC4N=C12)C(C1CN(CCN13)C(=O)[O-])=C=O